8-methacryloxy-4-oxatricyclo[5.2.1.02,6]decan-3-one C(C(=C)C)(=O)OC1C2C3COC(C3C(C1)C2)=O